C12C3(C4CC(CC(C1)C4)C2)O[C@]2(OO3)CC(CCC2)C2=CC=C(OCCCNCC(C)(O)C)C=C2 1-[3-(p-{(1R)-Dispiro[cyclohexane-1,3'-[1,2,4]trioxolane-5',2''-tricyclo[3.3.1.13,7]decan]-3-yl}phenoxy)propylamino]-2-methyl-2-propanol